(S)-3-((5-(5-((2H-tetrazol-5-yl)methyl)-2-methoxybenzyl)-2-amino-6-(2-carboxyethyl)-pyrimidin-4-yl)amino)heptanoic acid N=1NN=NC1CC=1C=CC(=C(CC=2C(=NC(=NC2CCC(=O)O)N)N[C@H](CC(=O)O)CCCC)C1)OC